tert-butyl (S)-2-((1-(6-methyl-4-oxo-2-(piperazin-1-yl)-4H-chromen-8-yl)ethyl)amino)benzoate CC=1C=C2C(C=C(OC2=C(C1)[C@H](C)NC1=C(C(=O)OC(C)(C)C)C=CC=C1)N1CCNCC1)=O